COC1=C2C(C(=C(OC2=CC(=C1)OC)C1=CC(=C(C(=C1)OC)OC)OC)OCCCCSC1=NC2=C(N1S(=O)(=O)C1=CC=C(C)C=C1)C=CC=C2)=O 5,7-dimethoxy-3-(4-((1-tosyl-1H-benzimidazol-2-yl)thio)butyloxy)-2-(3,4,5-trimethoxyphenyl)-4H-chromen-4-one